2-(6-(2-(2,3-dichloro-6-(trifluoromethyl)benzyl)-2H-tetrazol-5-yl)pyridin-2-yl)-2-hydroxypropane-1-sulfonamide ClC1=C(CN2N=C(N=N2)C2=CC=CC(=N2)C(CS(=O)(=O)N)(C)O)C(=CC=C1Cl)C(F)(F)F